manganese(II) tungstate [O-][W](=O)(=O)[O-].[Mn+2]